3-(2-(2-(2-hydroxyethoxy)ethoxy)ethyl)-1-methyl-1H-imidazol-3-ium chloride [Cl-].OCCOCCOCC[N+]1=CN(C=C1)C